5-{2-[(benzyloxy)carbonyl]hydrazino}-3,3-difluoropiperidine-1-carboxylic acid tert-butyl ester C(C)(C)(C)OC(=O)N1CC(CC(C1)NNC(=O)OCC1=CC=CC=C1)(F)F